C1(CCCC1)OC1=C(C(=C(C=C1)C1=C(C(=C(C=C1)SCC)F)F)F)F [4'-(cyclopentyloxy)-2',3'-difluorophenyl]-4-(ethylsulfanyl)-2,3-difluorobenzene